FC=1C(=C2C(=NC1NC1=CC(=C(C(=N1)C)C#N)NC)CCO2)C=2CCCNCC2 6-[[6-fluoro-7-(2,3,4,7-tetrahydro-1H-azepin-5-yl)-2,3-dihydrofuro[3,2-b]pyridin-5-yl]amino]-2-methyl-4-(methylamino)pyridine-3-carbonitrile